FC1=CC=C(C=C1)CN1N=C(C=2CN(C[C@@H](C21)C)C(=O)C=2NC=CC2)C(=O)NC=2C=C(C=CC2)CNC(OC(C)(C)C)=O tert-butyl N-[[3-[[(7S)-1-[(4-fluorophenyl)methyl]-7-methyl-5-(1H-pyrrole-2-carbonyl)-6,7-dihydro-4H-pyrazolo[4,3-c]pyridine-3-carbonyl]amino]phenyl] methyl]carbamate